({(S)-3-[4-(2-bromo-4-methoxycarbonylamino-phenyl)-1-(2-trimethylsilyl-ethoxymethyl)-1H-imidazol-2-yl]-3-tert-butoxycarbonylamino-propyl}-methyl-amino)-acetic acid BrC1=C(C=CC(=C1)NC(=O)OC)C=1N=C(N(C1)COCC[Si](C)(C)C)[C@H](CCN(C)CC(=O)O)NC(=O)OC(C)(C)C